C(C)NC(C[C@H]1C=2N(C3=C(C(=N1)C1=CC=C(C(=O)OCC4=CC=CC=C4)C=C1)C(=C(S3)C)C)C(=NN2)C)=O benzyl (S)-4-(6-(2-(ethylamino)-2-oxoethyl)-2,3,9-trimethyl-6H-thieno[3,2-f][1,2,4]triazolo[4,3-a][1,4]diazepin-4-yl)benzoate